1,3,5-triethyl-2,6-diaminobenzene C(C)C1=C(C(=CC(=C1N)CC)CC)N